methyl (R)-2-((tert-butoxycarbonyl)amino)-5-(3,4-dichloro-2-formylphenoxy)pentanoate C(C)(C)(C)OC(=O)N[C@@H](C(=O)OC)CCCOC1=C(C(=C(C=C1)Cl)Cl)C=O